3,6-dimethyldodec-4-en-1-yl acetate C(C)(=O)OCCC(C=CC(CCCCCC)C)C